C1=NC(=CC=NC=CN=CC=NC=COC=2C1=C1C=CN=CC1=CC2)C(=O)N oxa[4,7,10,14]tetraazacycloheptadecino[16,17-f]isoquinoline-3-carboxamide